OC1=C(C=CC=C1)C(OCCO[SiH3])C1=C(C=CC=C1)O Di(Hydroxyphenyl)methoxyethoxysilane